C(C1=CC=CC=C1)N1C=CC2=CC=C(C=C12)CNCC=1NC2=CC=CC=C2C1C1NC(C2=CC=C(C=C12)O)=O 3-[2-({[(1-benzyl-1H-indol-6-yl)methyl]amino}methyl)-1H-indol-3-yl]-5-hydroxy-2,3-dihydro-1H-isoindol-1-one